1-ethyl-4-(6-aminopyridin-3-yl)piperazine C(C)N1CCN(CC1)C=1C=NC(=CC1)N